6,7-dichloro-3-phenyl-1,3,4,9-tetrahydro-[1,2,6]thiadiazino[4,3-g]indole 2,2-dioxide ClC=1C=2C(=CNC2C2=C(C1)CN(S(N2)(=O)=O)C2=CC=CC=C2)Cl